N-(1-acetoxyindol-3-ylmethyl)-N'-(2-pyridylmethyl)-N-(6,7,8,9-tetrahydro-5H-cyclohepta[b]pyridin-9-yl)-1,4-xylylenediamine C(C)(=O)ON1C=C(C2=CC=CC=C12)CN(CC1=CC=C(C=C1)CNCC1=NC=CC=C1)C1CCCCC=2C1=NC=CC2